NC=1C2=C(N=C(N1)OCCCC)C(=CN2)CC2=CC=C(C=C2)N2C(CN(CC2)C)=O 1-(4-((4-amino-2-butoxy-5H-pyrrolo[3,2-d]pyrimidin-7-yl)methyl)phenyl)-4-methylpiperazin-2-one